(trifluoromethoxy)-4-(2-(3-(trifluoromethoxy)phenethyl)phenoxy)-N,N-bis(trifluoromethyl)butan-1-amine FC(OC(CCCOC1=C(C=CC=C1)CCC1=CC(=CC=C1)OC(F)(F)F)N(C(F)(F)F)C(F)(F)F)(F)F